C1N(CC2=CC=CC=C12)CC1=CC=C(COC2=C3CN(C(C3=CC=C2)=O)C2C(NC(CC2)=O)=O)C=C1 3-{4-[4-(1,3-Dihydro-isoindol-2-ylmethyl)-benzyloxy]-1-oxo-1,3-dihydro-isoindol-2-yl}-piperidine-2,6-dione